C(C(C)C)OC=1C=C(C=CC1)C=CC1=CC=CC=C1 3-isobutoxystilbene